methoxymethoxynaphthalene COCOC1=CC=CC2=CC=CC=C12